FC1=NC=CC(=C1C(=O)O)I 2-fluoro-4-iodopyridin-3-carboxylic acid